(4'-hydroxy-3'-methoxycinnamoyl)-5-hydroxyanthranilic acid OC1=C(C=C(C=CC(=O)NC=2C(C(=O)O)=CC(=CC2)O)C=C1)OC